C(CC=C)[Sn](OC(C)(C)C)(OC(C)(C)C)OC(C)(C)C 3-buten-1-yl-tris(tert-butoxy)tin